(2R)-N-((R)-(3-chloro-4-fluorophenyl)(6-(trifluoro-methyl)pyridin-2-yl)methyl)-2-methyl-3-oxopiperazine-1-carboxamide ClC=1C=C(C=CC1F)[C@@H](NC(=O)N1[C@@H](C(NCC1)=O)C)C1=NC(=CC=C1)C(F)(F)F